ClC1=NC=C(C(=O)NC)C(=C1)NC1=CN(C2=C1C(N(C=C2F)C)=O)C 6-Chloro-4-((7-fluoro-1,5-dimethyl-4-oxo-4,5-dihydro-1H-pyrrolo[3,2-c]pyridin-3-yl)amino)-N-methylnicotinamide